phenyl-5-(trifluoromethyl)-1H-pyrazole-4-carboxamide C1(=CC=CC=C1)N1N=CC(=C1C(F)(F)F)C(=O)N